C(C=C)(=O)N1[C@H](CN(CC1)C1=NC(=NC=2CC(CCC12)N1CCCC2=CC(=CC=C12)C(=O)OC)OC[C@H]1N(CCC1)C(C)C)CC#N Methyl 1-(4-((S)-4-acryloyl-3-(cyanomethyl)piperazin-1-yl)-2-(((S)-1-isopropylpyrrolidin-2-yl)methoxy)-5,6,7,8-tetrahydroquinazolin-7-yl)-1,2,3,4-tetrahydroquinoline-6-carboxylate